FC(C1=NN=C(O1)C=1C=CC(=NC1)CN(C(=O)C1(CN(C1)C(CCOC)=O)F)C1=CC=CC=C1)F N-((5-(5-(difluoromethyl)-1,3,4-oxadiazol-2-yl)pyridin-2-yl)methyl)-3-fluoro-1-(3-methoxypropionyl)-N-phenylazetidine-3-carboxamide